tert-butyl 6-hydroxy-1,3-dimethyl-3,4-dihydroisoquinoline-2(1H)-carboxylate OC=1C=C2CC(N(C(C2=CC1)C)C(=O)OC(C)(C)C)C